2-methyl-5-oxo-6-[2-(2,2,2-trifluoroethoxy)phenyl]-2,5-dihydropyridazine-4-carboxylic Acid CN1N=C(C(C(=C1)C(=O)O)=O)C1=C(C=CC=C1)OCC(F)(F)F